2-O-acetyl-3-O-benzyl-4,6-O-di-tert-butylsilylene-α-D-mannopyranosyl fluoride C(C)(=O)O[C@@H]1[C@H](O[C@@H]([C@]([C@@H]1OCC1=CC=CC=C1)(O)C(C)(C)C)C(OC(C)(C)C)=[SiH2])F